Cl.S1C=NC2=C1C=CC(=C2)N2N=CN=C2CNC {[1-(1,3-benzothiazol-5-yl)-1H-1,2,4-triazol-5-yl]methyl}(methyl)amine hydrochloride